(E)-N-(1H-benzo[d]imidazol-6-yl)-2-(hydroxyimino)-3-oxobutanamide N1C=NC2=C1C=C(C=C2)NC(/C(/C(C)=O)=N/O)=O